2-amino-3-(4-(3-oxobutanoyl)phenyl)propionic acid NC(C(=O)O)CC1=CC=C(C=C1)C(CC(C)=O)=O